ON=C(C(=O)OCC)C#N Ethyl (hydroxyimino)cyanoacetate